4-formyl-3-(imidazo[1,2-a]pyridin-8-ylmethoxy)benzonitrile C(=O)C1=C(C=C(C#N)C=C1)OCC=1C=2N(C=CC1)C=CN2